rac-trans-1-[2-(3-chlorophenyl)ethyl]-3-{[4-(3-methanesulfonylpropanesulfonyl)phenoxy]methyl}-4-methylpyrrolidine ClC=1C=C(C=CC1)CCN1C[C@H]([C@@H](C1)C)COC1=CC=C(C=C1)S(=O)(=O)CCCS(=O)(=O)C |r|